FC=1C=C(C2=C(N=CS2)C1C=1C=NN(C1)C1OCCCC1)C1=CC=C(N=N1)NC1C[C@H]2CC[C@@H](C1)N2C(=O)OC(C)(C)C tert-butyl (1R,3R,5S)-3-[(6-{5-fluoro-4-[1-(oxan-2-yl) pyrazol-4-yl]-1,3-benzothiazol-7-yl} pyridazin-3-yl) amino]-8-azabicyclo[3.2.1]octane-8-carboxylate